(R)-6-(4-fluoro-1H-pyrazol-1-yl)-8-methoxy-N-(1-(2-(trifluoromethyl)pyrimidin-5-yl)ethyl)quinazolin-4-amine FC=1C=NN(C1)C=1C=C2C(=NC=NC2=C(C1)OC)N[C@H](C)C=1C=NC(=NC1)C(F)(F)F